OC=1C2=C(NC(C1C(=O)O)=O)C1=C(OC[C@H]2C(C)C)C=C(C(=C1)COC)OCCCOC (S)-4-hydroxy-5-isopropyl-10-(methoxymethyl)-9-(3-methoxypropoxy)-2-oxo-1,2,5,6-tetrahydrobenzo[2,3]oxepino[4,5-b]pyridine-3-carboxylic acid